C(C(C)C)N1C(C(N(CC1)CC1=C(C=C(C=C1)C=1C=2N(C=C(N1)C=1C=NN(C1)C)N=CC2)C)=O)C 4-isobutyl-3-methyl-1-(2-methyl-4-(6-(1-methyl-1H-pyrazol-4-yl)pyrazolo[1,5-a]pyrazin-4-yl)benzyl)piperazin-2-one